4-(2-(2-amino-6-(furan-2-yl)-9H-purin-9-yl)ethyl)-N-(2-aminophenyl)benzamide NC1=NC(=C2N=CN(C2=N1)CCC1=CC=C(C(=O)NC2=C(C=CC=C2)N)C=C1)C=1OC=CC1